5-(Benzo[3,4]indeno[1,2-b]quinoxalin-3-yl)thiophene-2-carbaldehyde C1=CC(=C2C=3C(C=4C(=NC5=CC=CC=C5N4)C13)=CC=C2)C2=CC=C(S2)C=O